FC=1C(=C(C(=C(C1C1=CC=CC=C1)C=O)O)O)OC fluoro-3,4-dihydroxy-5-methoxy-[1,1'-biphenyl]-2-carbaldehyde